3-ethyl-3-methyl-1-tetrahydropyran-2-yl-4-(4,4,5,5-tetramethyl-1,3,2-dioxaborolan-2-yl)pyrrolo[2,3-b]pyridin-2-one C(C)C1(C(N(C2=NC=CC(=C21)B2OC(C(O2)(C)C)(C)C)C2OCCCC2)=O)C